The molecule is a branched alkane that is heptane carrying two methyl groups each at positions 2 and 6, and one methyl group at position 4. CC(CC(C)(C)C)CC(C)(C)C